NC1=NN2C(N=CC=C2)=C1C(=O)N[C@@H](C)C=1N(C(C2=C(C=CC=C2C1)CCC(CCC)O)=O)C1=CC=CC=C1 6-(3-((S)-1-(2-aminopyrazolo[1,5-a]pyrimidine-3-carboxamido)ethyl)-1-oxo-2-phenyl-1,2-dihydroisoquinolin-8-yl)-4-hydroxy-hexan